FC=1C=2N(C=C(C1)C=1C(=CN3N=C(N=C(C31)OC)N[C@H]3[C@H](CN(CC3)C3COC3)F)F)C(=CN2)C(=O)NC 8-fluoro-6-(6-fluoro-2-(((3S,4R)-3-fluoro-1-(oxetan-3-yl)piperidin-4-yl)amino)-4-methoxypyrrolo[2,1-f][1,2,4]triazin-5-yl)-N-methylimidazo[1,2-a]pyridine-3-carboxamide